3-(3-isopropoxy-5-(trifluoromethyl)phenyl)-1H-1,2,4-triazole C(C)(C)OC=1C=C(C=C(C1)C(F)(F)F)C1=NNC=N1